[Cu].C1(C=CC(N1)=O)=O.C1(C=CC(N1)=O)=O bismaleimide copper